O=C1NC(CCC1N1C(N(C2=C1C=CC(=C2)NCCCCCCC(=O)O)C)=O)=O 7-{[1-(2,6-dioxopiperidin-3-yl)-3-methyl-2-oxo-1,3-benzodiazol-5-yl]amino}heptanoic acid